[N+](=O)([O-])C1=C(C=CC=C1)C(CCCCCCCCCCCCCCCCCCC)C(C)(C)N(P(OCCC#N)([O-])=O)C(C)C 2-Cyanoethyl (1-(2-nitrophenyl)icosyl)diisopropylphosphoramidate